CC1=CC=C(C=C1)C1=C2C(=NC(=NC2=CC=C1)N)N (4-methylphenyl)quinazoline-2,4-diamine